m-di(tert-butyl-peroxy)diisopropylbenzene C(C)(C)(C)OOC1=CC(=C(C=C1C(C)C)C(C)C)OOC(C)(C)C